N1(CCCCC1)C1=C(N=CC(=N1)C(=O)N)NC1CCOCC1 6-(piperidin-1-yl)-5-((tetrahydro-2H-pyran-4-yl)amino)pyrazine-2-carboxamide